FC(C1=NC(=NO1)C1=CC=C(C=C1)CN1C=2C(=CC=C1)N=C(C2)C#N)(F)F 4-[[4-[5-(trifluoromethyl)-1,2,4-oxadiazol-3-yl]phenyl]methyl]pyrrolo[3,2-b]pyridine-2-carbonitrile